CNS(=O)(=O)C1=CC(=CC(=C1)B1OC(C(O1)(C)C)(C)C)N1CCOCC1 N-methyl-3-morpholino-5-(4,4,5,5-tetramethyl-1,3,2-dioxaborolan-2-yl)benzenesulfonamide